N-{4-[(3S)-3-aminopyrrolidin-1-yl]-2-(3-fluoropyridin-4-yl)-1-methyl-1,3-benzodiazol-5-yl}-3-fluoro-2-(2-fluoro-6-methoxyphenyl)pyridine-4-carboxamide N[C@@H]1CN(CC1)C1=C(C=CC=2N(C(=NC21)C2=C(C=NC=C2)F)C)NC(=O)C2=C(C(=NC=C2)C2=C(C=CC=C2OC)F)F